ethyl 2-methylimidazo[1,2-b]pyridazine-8-carboxylate CC=1N=C2N(N=CC=C2C(=O)OCC)C1